7-chloro-3-(2,6-dichloro-3,5-dimethoxyphenyl)-1-(3,3-difluoropyrrolidin-1-yl)-2,6-naphthyridine ClC1=NC=C2C=C(N=C(C2=C1)N1CC(CC1)(F)F)C1=C(C(=CC(=C1Cl)OC)OC)Cl